OC=1C=C(C=CC1)S(=O)(=O)CP(OCC)(OCC)=O Diethyl (3-hydroxyphenylsulfonyl)methylphosphonate